O=C1NC(CC[C@@H]1C1=CC=C(C=C1)N1CCC(CC1)CC=O)=O (1-{4-[(3R)-2,6-dioxopiperidin-3-yl]phenyl}piperidin-4-yl)acetaldehyde